COC(=O)C1=CC2=C(N=CS2)C(=C1)F methyl-4-fluoro-1,3-benzothiazole-6-carboxylate